9H-fluorene C1=CC=CC=2C3=CC=CC=C3CC12